FC=1C=C2C(C(NC2=C(C1)F)=O)(C)C 5,7-difluoro-3,3-dimethylindol-2-one